5-(bromomethyl)-2-(2,6-dioxo-piperidin-3-yl)isoindoline-1,3-dione BrCC=1C=C2C(N(C(C2=CC1)=O)C1C(NC(CC1)=O)=O)=O